7-bromo-4-chloro-6-fluoro-1-(2-isopropyl-4-methylpyridin-3-yl)quinolin-2(1H)-one BrC1=C(C=C2C(=CC(N(C2=C1)C=1C(=NC=CC1C)C(C)C)=O)Cl)F